CC1=C2C(C(=O)OC2=O)=C(C=C1)C 3,6-dimethylphthalic anhydride